FC1=C(C(=CC=C1)OC)C=1C=C2C(=CN1)NN=C2C2=C(C(=O)N)C=CC(=C2)N2CCN(CC2)S(=O)(=O)C (5-(2-fluoro-6-methoxyphenyl)-1H-pyrazolo[3,4-c]pyridin-3-yl)-4-(4-(methylsulfonyl)piperazin-1-yl)benzamide